hexyl-cinnamaldehyde C(CCCCC)C(C=O)=CC1=CC=CC=C1